4-[6-amino-5-(4-hydroxyphenyl)-4-methyl-3-pyridinyl]phenol NC1=C(C(=C(C=N1)C1=CC=C(C=C1)O)C)C1=CC=C(C=C1)O